O=C1N(C(C(C1([2H])[2H])([2H])[2H])=O)[C@@H](C(=O)NC([2H])([2H])C1=C(C(=C(C(=C1[2H])[2H])[2H])[2H])[2H])C (R,S)-2-(2,5-dioxopyrrolidin-1-yl-3,3,4,4-d4)-N-((phenyl-d5)methyl-d2)propanamide